C(C)OC=1C=C(C=CC1OC)[C@@H](CS(=O)(=O)C)N1C(C2=CC=CC(=C2C1=O)NC(CCCCCCCCC(=O)O)=O)=O (S)-10-((2-(1-(3-ethoxy-4-methoxyphenyl)-2-(methylsulfonyl)ethyl)-1,3-dioxoisoindolin-4-yl)amino)-10-oxodecanoic acid